(methylphosphoryl)-2-carbonyl-butyric acid CP(=O)=C(C(C(=O)O)=C=O)C